gamma-caprolacton C1(CCC(CC)O1)=O